3-chloro-2-hydroxypropyl-dimethyl-hexadecyl-ammonium chloride [Cl-].ClCC(C[N+](CCCCCCCCCCCCCCCC)(C)C)O